C(=O)C=1C=CC(=NC1OC)C=1C(=C(C=CC1)C1=C(C=CC=C1)C)C (5-formyl-6-methoxypyridin-2-yl)-2,2'-dimethyl-[1,1'-biphenyl]